tert-butyl (R)-(1-oxo-1-((4-(5-oxo-4,5-dihydro-1,2,4-oxadiazol-3-yl)phenyl)amino)propan-2-yl)carbamate O=C([C@@H](C)NC(OC(C)(C)C)=O)NC1=CC=C(C=C1)C1=NOC(N1)=O